4-((3-Cyano-2-carbonyl-1-phenyl-7-(trifluoromethyl)-1,2-dihydro-1,8-naphthyridin-4-yl)amino)picolinic acid Ethyl ester C(C)OC(C1=NC=CC(=C1)NC1=C(C(N(C2=NC(=CC=C12)C(F)(F)F)C1=CC=CC=C1)=C=O)C#N)=O